4-hexyloxy-4'-hydroxybiphenyl C(CCCCC)OC1=CC=C(C=C1)C1=CC=C(C=C1)O